N-isopropyl-3-(2-oxoindolin-5-yl)picolinamide C(C)(C)NC(C1=NC=CC=C1C=1C=C2CC(NC2=CC1)=O)=O